O1N=C(C2=C1C=CC=C2)C2=C(C=CC=C2)[C@H](CC2=NC=CC=C2C)N[S@@](=O)C(C)(C)C (S)-N-{(S)-1-[2-(Benzo[d]isoxazol-3-yl)phenyl]-2-(3-methylpyridin-2-yl)ethyl}-2-methylpropane-2-sulfinamide